C(C)OC(=O)C1=NN(C=C1CC1=CC=CC=C1)CC1=CC=C(C=C1)OC 4-benzyl-1-[(4-methoxyphenyl)methyl]pyrazole-3-carboxylic acid ethyl ester